21-acetoxypregn-4-ene-3,20-dione C(C)(=O)OCC([C@H]1CC[C@H]2[C@@H]3CCC4=CC(CC[C@]4(C)[C@H]3CC[C@]12C)=O)=O